8-(2-fluoro-4-(trifluoromethyl)phenyl)-2,3-dimethyl-6-(2-(1-methyl-1H-pyrazol-4-yl)morpholino)pyrido[3,4-d]pyrimidin-4(3H)-one FC1=C(C=CC(=C1)C(F)(F)F)C1=NC(=CC2=C1N=C(N(C2=O)C)C)N2CC(OCC2)C=2C=NN(C2)C